3,3''-bis(4,6-diphenyl-1,3,5-triazin-2-yl)-1,1':2',1''-terphenyl C1(=CC=CC=C1)C1=NC(=NC(=N1)C1=CC=CC=C1)C=1C=C(C=CC1)C=1C(=CC=CC1)C1=CC(=CC=C1)C1=NC(=NC(=N1)C1=CC=CC=C1)C1=CC=CC=C1